NCCC(C[Si](OC)(OC)C)CN 2-(aminoethyl)-3-aminopropyl-methyldimethoxysilane